C(=O)[C@H]1N(C[C@@H]2C[C@@H]2C1)C(=O)OC(C)(C)C |o1:2,5,7| tert-butyl (1R*,4S*,6R*)-4-formyl-3-azabicyclo[4.1.0]heptane-3-carboxylate